Cl.Cl.NC(CCN(C(OC1CCC2C3CCC4CCCC4C3CC=C2C1)=O)CCC(C)(N)C)(C)C 2,3,4,7,8,9,10,11,12,13,14,15,16,17-tetradecahydro-1H-cyclopenta[a]phenanthren-3-yl bis(3-amino-3-methylbutyl)carbamate dihydrochloride